C1[C@@H](C(=O)N1[C@H](C2=CC=C(C=C2)O)C(=O)[O-])NC(=O)/C(=N\\O)/C3=CC=C(C=C3)O The molecule is conjugate base of nocardicin E. It is a conjugate base of a nocardicin E. It is a conjugate acid of a nocardicin E(2-).